sulfoleucine S(=O)(=O)(O)N[C@@H](CC(C)C)C(=O)O